COC1=C(C[C@@H]2N(CCCCC2)C2=NC(=CC(N2)=O)N2CCOCC2)C=C(C=C1)OC (R)-2-(2-(2,5-dimethoxybenzyl)azepan-1-yl)-6-morpholinopyrimidin-4(3H)-one